5-chloro-1-((2-(4-fluoro-3-methoxyphenyl)pyrimidin-5-yl)methyl)-1H-indazole ClC=1C=C2C=NN(C2=CC1)CC=1C=NC(=NC1)C1=CC(=C(C=C1)F)OC